2-[3-(1-aminoethyl)pyrazin-2-yl]-4-[(4-methoxyphenyl)methyl]-1,2,4-triazol-3-one NC(C)C=1C(=NC=CN1)N1N=CN(C1=O)CC1=CC=C(C=C1)OC